7-methoxy-1-(phenylsulfonyl)-1H-indole-2-carbaldehyde COC=1C=CC=C2C=C(N(C12)S(=O)(=O)C1=CC=CC=C1)C=O